(S)-3-(5-oxopyrrolidin-2-yl)propanoic acid O=C1CC[C@H](N1)CCC(=O)O